O1CCN(CC1)C=1C=CC2=C(NC(=N2)C2=NNC3=CC=C(C=C23)C(=O)NCC2CCN(CC2)C(=O)OC(C)(C)C)C1 tert-butyl 4-((3-(6-morpholino-1H-benzo[d]imidazol-2-yl)-1H-indazole-5-carboxamido)methyl)piperidine-1-carboxylate